(7-amino-6-fluoro-2-(4-methoxyphenyl)-4-oxo-4H-chromen-8-yl)sulfamic acid NC1=C(C=C2C(C=C(OC2=C1NS(O)(=O)=O)C1=CC=C(C=C1)OC)=O)F